sodium Styryl-Sulfonate C(=CC1=CC=CC=C1)S(=O)(=O)[O-].[Na+]